C(C)(C)NC1CC(C1)C(=O)NC1=C(C2=C(CNCC2)S1)C=1SC2=C(N1)C=CC(=C2)C=2C=NC=NC2 3-(Isopropylamino)-N-(3-(6-(pyrimidin-5-yl)benzo[d]thiazol-2-yl)-4,5,6,7-tetrahydrothieno[2,3-c]pyridin-2-yl)cyclobutane-1-carboxamide